(((allyloxy)carbonyl)amino)propanoic acid C(C=C)OC(=O)NC(C(=O)O)C